Methyl (S)-3-(4-(benzyloxy)phenyl)-2-(2-((1r,4S)-4-((tert-butoxycarbonyl)amino) cyclohexyl)acetamido)propanoate C(C1=CC=CC=C1)OC1=CC=C(C=C1)C[C@@H](C(=O)OC)NC(CC1CCC(CC1)NC(=O)OC(C)(C)C)=O